3-(tert-butyl)-N-(4-(2-((1-(2-hydroxyethyl)-1H-pyrazol-4-yl)amino)pyrimidin-4-yl)-2-(trifluoromethyl)benzyl)pyrrolidine-1-carboxamide C(C)(C)(C)C1CN(CC1)C(=O)NCC1=C(C=C(C=C1)C1=NC(=NC=C1)NC=1C=NN(C1)CCO)C(F)(F)F